di-(2,4-diethylphenyl)amine C(C)C1=C(C=CC(=C1)CC)NC1=C(C=C(C=C1)CC)CC